FC=1C(=NC(=NC1)OCC1=CC=C(C=C1)F)N 5-Fluoro-2-[(4-fluorobenzyl)oxy]pyrimidin-4-amine